methyl taurinate NCCS(=O)(=O)OC